tert-butyl (4-iodobutyl)carbamate ICCCCNC(OC(C)(C)C)=O